(±)-9-(1-(2,5-difluorophenylamino)ethyl)-7-methyl-2-morpholin-4-yl-pyrido[1,2-a]pyrimidin-4-one FC1=C(C=C(C=C1)F)N[C@H](C)C1=CC(=CN2C1=NC(=CC2=O)N2CCOCC2)C |r|